7-chloro-8-ethyl-10-(2-((4-fluorobenzyl)oxy)ethyl)benzo[g]pteridine-2,4(3H,10H)-dione ClC=1C(=CC2=C(N=C3C(NC(N=C3N2CCOCC2=CC=C(C=C2)F)=O)=O)C1)CC